(S)-N-((S)-1-(5-(2-methoxyquinolin-6-yl)-1H-imidazol-2-yl)-7-oxononyl)-6-methyl-6-azaspiro[2.5]octane-1-carboxamide COC1=NC2=CC=C(C=C2C=C1)C1=CN=C(N1)[C@H](CCCCCC(CC)=O)NC(=O)[C@H]1CC12CCN(CC2)C